BrC=1C=C(C#N)C=CC1OC 3-bromo-4-methoxybenzonitrile